NC1=CC=C(C(=N1)C)CNC(CC)=O (S)-1-(((6-Amino-2-methylpyridin-3-yl)methyl)amino)-1-oxopropan